ethyl-5-iodo-2-(2-trimethylsilylethoxymethyl)pyrazole-3-carbonitrile C(C)C1=C(N(N=C1I)COCC[Si](C)(C)C)C#N